C(C)(C)(C)OC(=O)N1C(C[C@@H](C1)CCC(C=C)NS(=O)C(C)(C)C)(C)C.OC1=CC=C(C=C1)[S+](C)C para-hydroxyphenyldimethyl-sulfonium tert-butyl-(4S)-4-[3-(tert-butylsulfinylamino)pent-4-enyl]-2,2-dimethyl-pyrrolidine-1-carboxylate